C(C)(C)(C)OC(=O)C(CCC=1C=CC=2C(C3=CC=CC=C3C2C1)COC(=O)NCC(=O)O)NC (3-{[(tert-butoxy)carbonyl]((methyl)amino)propyl}({[(9H-fluoren-9-yl)methoxy]carbonyl})amino)acetic acid